(S)-quinuclidin-3-yl (2,2-diethyl-5-(4-propylphenyl)-2,3-dihydro-1H-inden-1-yl)carbamat C(C)C1(C(C2=CC=C(C=C2C1)C1=CC=C(C=C1)CCC)NC(O[C@@H]1CN2CCC1CC2)=O)CC